C(C)(C)OC=1C(=CC2=C(N=C(S2)N2CCNCC2)C1)C(=O)NC1=NC(=CC=C1)C(F)(F)F 5-isopropoxy-2-(piperazin-1-yl)-N-(6-(trifluoromethyl)pyridin-2-yl)benzo[d]thiazole-6-carboxamide